(R)-1-(2-methyl-3-(trifluoromethyl)phenyl)-ethan-1-amine CC1=C(C=CC=C1C(F)(F)F)[C@@H](C)N